2-(3,4,5-trifluorophenyl)ethanamine FC=1C=C(C=C(C1F)F)CCN